copper-nickel-lead-zinc [Zn].[Pb].[Ni].[Cu]